COC(C(C1=C(C=CC=C1)C)=[N+]=[N-])=O 2-diazo-2-(2-methyl-phenyl)-acetic acid methyl ester